The molecule is an enamide resulting from the formal condensation of 3-(p-tert-butylphenyl)-3-(6-chloropyridin-2-yl)acrylic acid with the amino group of morpholine. A fungicide developed in China, it shows high antifungal activity against diseases caused by Phytophthora infestans, Phytophthora capsici, Rhizoctonia solani, Peronophythora litchi, and Pseudoperonospora cubensis. It has a role as a fungicide. It is a member of morpholines, a chloropyridine, a tertiary carboxamide and an enamide. CC(C)(C)C1=CC=C(C=C1)/C(=C\\C(=O)N2CCOCC2)/C3=CN=C(C=C3)Cl